4-hydroxy-4-methylpentan-2-yl hydrogen ((R)-3-hydroxy-2-(5-(4-methoxy-3-propoxyphenyl) pyridin-3-yl)propyl)boronate OC[C@H](CB(OC(C)CC(C)(C)O)O)C=1C=NC=C(C1)C1=CC(=C(C=C1)OC)OCCC